CN1CCCC1 1-methyl-pyrrolidin